ethyl-5,5-dimethyl-2-[p-(3-pyridyloxy) benzoylamino]-3-hexenoate C(C)OC(C(C=CC(C)(C)C)NC(C1=CC=C(C=C1)OC=1C=NC=CC1)=O)=O